BrC1=C(C=C(C=C1)F)C1=NN=CN1C 3-(2-Bromo-5-fluorophenyl)-4-methyl-4H-1,2,4-triazole